BrC=1C(=C2C=3C(=NC(=NC3C1F)Cl)N(CCO2)[C@H](C)C=2C(=NC=CC2)N(CC2=CC=C(C=C2)OC)CC2=CC=C(C=C2)OC)Cl (R)-3-(1-(9-bromo-2,8-dichloro-10-fluoro-5,6-dihydro-4H-[1,4]oxazepino[5,6,7-de]quinazolin-4-yl)ethyl)-N,N-bis(4-methoxybenzyl)pyridin-2-amine